C(C)(C)(C)C1=CC=C(C=C1)C1=NC=NN1C(C)C 5-(4-(tert-butyl)phenyl)-1-isopropyl-1H-1,2,4-triazol